N-benzyloxycarbonyl-4-amino-2(S)-hydroxybutyryl-succinimide tert-butyl-(3R,4S)-4-(3-(2,6-dioxopiperidin-3-yl)-1-methyl-1H-indazol-6-yl)-3-hydroxypiperidine-1-carboxylate C(C)(C)(C)OC(=O)N1C[C@@H]([C@@H](CC1)C1=CC=C2C(=NN(C2=C1)C)C1C(NC(CC1)=O)=O)O.C(C1=CC=CC=C1)OC(=O)N1C([C@@H](CC1=O)C(C(CCN)O)=O)=O